CC=1C(=CC=2N(C3=CC=CC=C3C2C1C)C)C1=C(C=C(C=C1)F)N 3,4,9-trimethyl-2-(2'-amino-4'-fluorophenyl)carbazole